FC(S(=O)(=O)C1=CC=C(OCCN2CCC3(CC2)C(NC2=CC=CC=C23)=O)C=C1)F 1'-[2-(4-difluoromethanesulfonylphenoxy)ethyl]-1,2-dihydrospiro[indole-3,4'-piperidin]-2-one